ClC=1C=C(C=CC1F)NC(N(CC(C)C)[C@H](C)C1=CNC(C2=CC(=C(C=C12)F)F)=O)=O |r| Racemic-3-(3-chloro-4-fluorophenyl)-1-(1-(6,7-difluoro-1-oxo-1,2-dihydroisoquinolin-4-yl)ethyl)-1-isobutylurea